C(#N)CN1N=CC2=CC=C(C=C12)COC1=CC=CC(=N1)C1CCN(CC1)CC1=NC2=C(N1CC1OCC1)C=C(C=C2)C(=O)O.NC2=C(C(=C(C(=C2F)F)C2=C(C(=C(C(=C2F)F)N)F)F)F)F 4,4'-diaminooctafluorobiphenyl 2-((4-(6-((1-(cyanomethyl)-1H-indazol-6-yl)methoxy)pyridin-2-yl)piperidin-1-yl)Methyl)-1-(oxetan-2-ylmethyl)-1H-benzo[d]imidazole-6-carboxylate